(R)-5-(bicyclo[1.1.1]pentan-1-yl)-3-butyl-8-hydroxy-2-methyl-7-phenyl-2,3,4,5-tetrahydrobenzo[f][1,2,5]thiadiazepine 1,1-dioxide C12(CC(C1)C2)N2C[C@H](N(S(C1=C2C=C(C(=C1)O)C1=CC=CC=C1)(=O)=O)C)CCCC